C(CCCCC)N1C2=C(C3=C1C=C(S3)[Sn](C)(C)C)SC=C2 4-hexyl-2-(trimethylstannyl)-4H-dithieno[3,2-b:2',3'-d]Pyrrole